C(CCC)NC1=NC=C(C(=N1)NC1=CC(=CC=C1)[N+](=O)[O-])C(=O)O 2-(butylamino)-4-((3-nitrophenyl)amino)pyrimidine-5-carboxylic acid